(2R)-2-(1-chlorocyclopropyl)-4-[(1R)-2,2-dichlorocyclopropyl]-(1H-1,2,4-triazol-1-yl)butan-2-ol ClC1(CC1)[C@](CN1N=CN=C1)(CC[C@H]1C(C1)(Cl)Cl)O